FC(C1=C2C(=NC=C1OC=1C=C(C#N)C=C(C1)F)C(C(S2(=O)=O)(F)F)(F)F)F 3-((7-(difluoromethyl)-2,2,3,3-tetrafluoro-1,1-dioxido-2,3-dihydrothieno[3,2-b]pyridin-6-yl)oxy)-5-fluorobenzonitrile